Tert-butyl 3a-(1-(4-fluorophenyl)-6-methyl-1H-indazol-5-yl)-5-methoxy-5-phenylhexahydrocyclopenta[c]pyrrole-2(1H)-carboxylate FC1=CC=C(C=C1)N1N=CC2=CC(=C(C=C12)C)C12C(CN(C1)C(=O)OC(C)(C)C)CC(C2)(C2=CC=CC=C2)OC